6-((4-(oxetan-3-yl)phenyl)amino)pyrimidine O1CC(C1)C1=CC=C(C=C1)NC1=CC=NC=N1